C(C)(C)(C)NC(C(F)(F)C1=NC(=C2COCCN21)C(=O)NC2=CC(=C(C=C2)F)C#N)=O 3-(2-(tert-butylamino)-1,1-difluoro-2-oxoethyl)-N-(3-cyano-4-fluorophenyl)-5,6-dihydro-8H-imidazo[5,1-c][1,4]oxazine-1-carboxamide